ethyl 5-(aminomethyl)-2-((9Z,12Z)-octadeca-9,12-dienamido)thiophene-3-carboxylate TFA salt OC(=O)C(F)(F)F.NCC1=CC(=C(S1)NC(CCCCCCC\C=C/C\C=C/CCCCC)=O)C(=O)OCC